N1CC(C1)NC=1C(=C2[C@@](CNC(C2=CN1)=O)(C)C1=C(C(=CC=C1)Cl)F)F (4R)-6-[(azetidin-3-yl)amino]-4-(3-chloro-2-fluorophenyl)-5-fluoro-4-methyl-3,4-dihydro-2,7-naphthyridin-1(2H)-one